N-(3-chloro-5-(methylsulfonamido)phenyl)-2-phenyl-1H-imidazole-4-carboxamide ClC=1C=C(C=C(C1)NS(=O)(=O)C)NC(=O)C=1N=C(NC1)C1=CC=CC=C1